tert-Butyl (1S,4s)-4-(5-(((1S,2R,3S,4R)-3-((5-chloropyridazin-3-yl)carbamoyl)bicyclo[2.2.1]heptan-2-yl)carbamoyl)-2-fluoro-4-methoxyphenoxy)cyclohexane-1-carboxylate ClC=1C=C(N=NC1)NC(=O)[C@@H]1[C@@H]([C@H]2CC[C@@H]1C2)NC(=O)C=2C(=CC(=C(OC1CCC(CC1)C(=O)OC(C)(C)C)C2)F)OC